F[C@H]1C[C@H](N(C1)C(CN1CCC(CC1)OC1=CC(=NC2=CC=CC=C12)C(F)(F)F)=O)C#N (2S,4S)-4-fluoro-1-[2-[4-[[2-(trifluoromethyl)-4-quinolyl]oxy]-1-piperidyl]acetyl]pyrrolidine-2-carbonitrile